N-(1-((2-chloro-5-fluorobenzyl)oxy)-2-methylpropan-2-yl)-1-methyl-1H-pyrrolo[2,3-b]pyridine-5-carboxamide ClC1=C(COCC(C)(C)NC(=O)C=2C=C3C(=NC2)N(C=C3)C)C=C(C=C1)F